BrC1=CC=C(C=C1)C1=NNC=N1 3-(4-bromophenyl)-1H-1,2,4-triazole